[(2S)-2-[5-(bromomethyl)-3-ethyl-4-iodo-pyrazol-1-yl]propoxy]-tert-butyl-dimethyl-silane BrCC1=C(C(=NN1[C@H](CO[Si](C)(C)C(C)(C)C)C)CC)I